4-amino-3-(3-methoxy-2,6-xylyl)-3,12,13-triazatricyclo[7.4.0.02,6]trideca-1,4,6,8,10,12-hexaene-5-carboxamide NC=1N(C2=C3N=NC=CC3=CC=C2C1C(=O)N)C1=C(C(=CC=C1C)OC)C